C(O[C@H]1C[C@H](CC1)C1=NN(C(=C1)NC1=NC(=CN=C1)OCC1CC(C1)N)C(C)(C)C)(OC1=CC=C(C=C1)[N+](=O)[O-])=O (1R,3S)-3-(5-((6-(((1r,3S)-3-aminocyclobutyl)methoxy)pyrazin-2-yl)amino)-1-(tert-butyl)-1H-pyrazol-3-yl)cyclopentyl (4-nitrophenyl) carbonate